C(C)OC1=CC(=C(C=C1)B(O)O)CC (4-ETHOXY-2-ETHYLPHENYL)BORONIC ACID